C(C)SC=1C=C(C=[N+](C1C=1C=C2C(=CN1)N(C=C2)CC(C(F)(F)F)(F)F)[O-])C(C#N)(C)C 2-[5-ethylsulfanyl-1-oxido-6-[1-(2,2,3,3,3-pentafluoropropyl)pyrrolo[2,3-c]pyridin-5-yl]pyridin-1-ium-3-yl]-2-methyl-propanenitrile